C(C)(C)(C)N1N=NC(=C1)CN(CC#C)CC=1N=NN(C1)C(C)(C)C N,N-bis((1-tert-butyl-1H-1,2,3-triazol-4-yl)methyl)prop-2-yn-1-amine